C(C)(C)(C)OC(=O)N1CCC=C([C@@H]1C)C1=CC=2C(=NC=CC2NC=2C=CC3=C(N=CS3)C2F)S1 (S)-5-(4-((4-fluorobenzo[d]thiazol-5-yl)amino)thieno[2,3-b]pyridin-2-yl)-6-methyl-3,6-dihydropyridine-1(2H)-carboxylic acid tert-butyl ester